2-((1S,4S)-2-oxa-5-azabicyclo[2.2.1]heptan-5-yl)-N-((6-cyanopyridin-3-yl)methyl)-5-hydroxy-1,7-naphthyridine-6-carboxamide [C@@H]12OC[C@@H](N(C1)C1=NC3=CN=C(C(=C3C=C1)O)C(=O)NCC=1C=NC(=CC1)C#N)C2